[C@@H]12CCC[C@@H](CC1)N2CC2C(C1(C(C3=C(C=NC=C3OC)O1)(C2O)O)C2=CC=C(C=C2)Br)C2=CC=CC=C2 6-(((1R,5S)-8-azabicyclo[3.2.1]octan-8-yl)methyl)-7a-(4-bromophenyl)-4-methoxy-7-phenyl-5,6,7,7a-tetrahydro-4bH-cyclopenta[4,5]furo[2,3-c]pyridine-4b,5-diol